tert-butyl 1-(1-((benzyloxy) carbonyl) piperidin-4-yl)-3-iodo-1,4,6,7-tetrahydro-5H-pyrazolo[4,3-c]pyridine-5-carboxylate C(C1=CC=CC=C1)OC(=O)N1CCC(CC1)N1N=C(C=2CN(CCC21)C(=O)OC(C)(C)C)I